N[C@@H](CCC(=O)O)C(=O)O.[Na] mono-sodium glutamic acid